3-(dimethylaminomethylmethoxymethylsilyl)styrene CN(C)C[SiH](C=1C=C(C=C)C=CC1)COC